C(C)(C)(C)O[C@H](C(=O)OCC)C1=C(C2=C(N=C(S2)C=2C=C3C(=NN(C3=CC2)C([2H])([2H])[2H])C2CCN(CC2)C2COC2)C=C1C)C1=CC=C(C=C1)Cl ethyl (S)-2-(tert-butoxy)-2-(7-(4-chlorophenyl)-5-methyl-2-(1-(methyl-d3)-3-(1-(oxetan-3-yl)piperidin-4-yl)-1H-indazol-5-yl)benzo[d]thiazol-6-yl)acetate